CC=1N=C(C2=C(N1)N(C(C(=C2)N2CCOCC2)=O)C)N[C@H](C)C2=CC(=CC=C2)C(F)(F)F 2,8-dimethyl-6-(morpholin-4-yl)-4-{[(1R)-1-[3-(trifluoromethyl)phenyl]ethyl]amino}-7H,8H-pyrido[2,3-d]pyrimidin-7-one